ferrocene hexafluoro-phosphate F[P-](F)(F)(F)(F)F.[CH-]1C=CC=C1.[CH-]1C=CC=C1.[Fe+2]